ClC=1C=C(C=CC1N1C(N(C=C1)C)=O)C1=C(C(=CC(=C1)F)C=1C=CC(N(C1)C1CCNCC1)=O)O 5-(3'-chloro-5-fluoro-2-hydroxy-4'-(3-methyl-2-oxo-2,3-dihydro-1H-imidazol-1-yl)-[1,1'-biphenyl]-3-yl)-1-(piperidin-4-yl)pyridin-2(1H)-one